C(C1=CC=CC=C1)OC1=CC=C2C(=C(NC2=C1)CNC(=O)C1(CC1)C)Cl N-((6-(benzyloxy)-3-chloro-1H-indol-2-yl)methyl)-1-methylcyclopropane-1-carboxamide